ClC1=C(C=CC(=C1)Cl)C1=NC2=C(N1)C=CC(=C2)NC(=O)NC=2C(=C1C=CC(OC1=CC2)(C)C)OC 1-(2-(2,4-dichlorophenyl)-1H-benzo[d]imidazol-5-yl)-3-(5-methoxy-2,2-dimethyl-2H-chromen-6-yl)urea